BrC1=CC=C2C(CC3(CCOCC3)OC2=C1F)=O 7-bromo-8-fluoro-2',3',5',6'-tetrahydrospiro[chromane-2,4'-pyran]-4-one